methyl 2-(1-(4-(6-((4-chloro-2-fluorobenzyl) oxy) pyridin-2-yl) piperidin-1-yl)-2-methoxyethyl)-1-(((S)-oxetan-2-yl) methyl)-1H-benzo[d]imidazole-6-carboxylate ClC1=CC(=C(COC2=CC=CC(=N2)C2CCN(CC2)C(COC)C2=NC3=C(N2C[C@H]2OCC2)C=C(C=C3)C(=O)OC)C=C1)F